Cl.COC([C@@H](CC1=CC(=CC=C1)Br)N)=O (2R)-2-amino-3-(3-bromophenyl)propionic acid methyl ester hydrochloride